ClC1=C(C(=CC=C1)Cl)N1C=2N(C3=C(C1=O)C=NC(=N3)NC3=CC(=C(C=C3)N3C[C@@H](N([C@@H](C3)C)C)C)Cl)CCN2 6-(2,6-dichlorophenyl)-2-((3-chloro-4-((3s,5r)-3,4,5-trimethylpiperazin-1-yl)phenyl)amino)-8,9-dihydroimidazo[1,2-a]pyrimido[5,4-e]pyrimidin-5(6H)-one